(2,6-difluorophenyl)-N-{5-[1-methyl-3-(trifluoromethyl)pyrazol-5-yl](1,3-thiazol-2-yl)}carboxamide FC1=C(C(=CC=C1)F)C(=O)NC=1SC(=CN1)C1=CC(=NN1C)C(F)(F)F